C[C@]1(C[C@]2(CN(C(O2)=O)C=2C=NC=CC2C(F)(F)F)CCC1)CN1C=NC2=C1C=C(C=C2)C#N 1-(((5S,7S)-7-methyl-2-oxo-3-(4-(trifluoromethyl)pyridin-3-yl)-1-oxa-3-azaspiro[4.5]decane-7-yl)methyl)-1H-benzo[d]imidazole-6-carbonitrile